4-bromonaphthalen-1-yl (2-methyl-6-nitrophenyl) (S)-phenylphosphonate C1(=CC=CC=C1)[P@](OC1=CC=C(C2=CC=CC=C12)Br)(OC1=C(C=CC=C1[N+](=O)[O-])C)=O